COC1=C(CNC=2C=C3C=CN=C(C3=CC2)N2C[C@@H](CC2)NC(OC(C)(C)C)=O)C=CC(=C1)OC (R)-tert-butyl (1-(6-((2,4-dimethoxybenzyl)amino)isoquinolin-1-yl)pyrrolidin-3-yl)carbamate